1-(1-iodonaphthalen-2-yl)ethane-1-one tert-butyl-N-(3-{5-[1-(2,6-dioxopiperidin-3-yl)-3-methyl-2-oxo-1,3-benzodiazol-5-yl]-2,5-diazabicyclo[2.2.1]heptan-2-yl}propyl)-N-methylcarbamate C(C)(C)(C)OC(N(C)CCCN1C2CN(C(C1)C2)C2=CC1=C(N(C(N1C)=O)C1C(NC(CC1)=O)=O)C=C2)=O.IC2=C(C=CC1=CC=CC=C21)C(C)=O